N[C@H](C(=O)NC)CC1=CC(=C(C=C1)NC1=NC=C(C(=N1)NC1CC1)C(F)(F)F)OC (S)-2-amino-3-(4-((4-(cyclopropylamino)-5-(trifluoromethyl)pyrimidin-2-yl)amino)-3-methoxyphenyl)-N-methylpropanamide